4-(((cyclobutylmethyl)amino)methyl)-7,7-difluoro-N-(3-((1s,3s)-3-methyl-1-(4-methyl-4H-1,2,4-triazol-3-yl)cyclobutyl)phenyl)-6,7-dihydro-5H-cyclopenta[b]pyridine-2-carboxamide C1(CCC1)CNCC1=C2C(=NC(=C1)C(=O)NC1=CC(=CC=C1)C1(CC(C1)C)C1=NN=CN1C)C(CC2)(F)F